4-methyl-1,3,5-triazin CC1=NC=NC=N1